(R)-2-(6-(3-fluoropyrrolidin-1-yl)pyridin-3-yl)-5-(thiazol-5-yl)-4,5-dihydro-6H-imidazo[1,5-b]pyrazol-6-one hydrogen chloride salt Cl.F[C@H]1CN(CC1)C1=CC=C(C=N1)C=1C=C2N(N1)C(N(C2)C2=CN=CS2)=O